N1(N=CC=C1)C1=CC=C(CN(C2=CC(=CC=C2)CN(C)C)CC2=CC(=CC=C2)OC)C=C1 N-(4-(1H-pyrazol-1-yl)benzyl)-3-((dimethylamino)methyl)-N-(3-methoxybenzyl)aniline